The molecule is dianion of 1-deoxy-D-altro-heptulose 7-phosphate arising from deprotonation of the phosphate OH groups; major species at pH 7.3. It is an organophosphate oxoanion and a ketoheptose phosphate. It is a conjugate base of a 1-deoxy-D-altro-heptulose 7-phosphate. CC(=O)[C@H]([C@@H]([C@@H]([C@@H](COP(=O)([O-])[O-])O)O)O)O